6-{(2S)-2-Amino-4-[{(1R)-1-[1-benzyl-4-(2,5-difluorophenyl)-1H-imidazol-2-yl]-2,2-dimethylpropyl}(glycoloyl)amino]butanoyl}-N2-[(2,5-dioxo-2,5-dihydro-1H-pyrrol-1-yl)acetyl]-L-lysine N[C@H](C(=O)C(CCC[C@H](NC(CN1C(C=CC1=O)=O)=O)C(=O)O)N)CCN(C(CO)=O)[C@H](C(C)(C)C)C=1N(C=C(N1)C1=C(C=CC(=C1)F)F)CC1=CC=CC=C1